FC1=CC=C(C=C1)C1=CC=C(S1)CC=1C=C(C=CC1C)[C@@H]1O[C@@H]([C@H]([C@@H]([C@H]1O)O)O)CO (2s,3r,4r,5s,6r)-2-(3-((5-(4-fluorophenyl)thiophen-2-yl)methyl)-4-methylphenyl)-6-(hydroxymethyl)tetrahydro-2H-pyran-3,4,5-triol